5,10-bis(3-hydroxypropyl)-5,10-dihydrophenazine OCCCN1C=2C=CC=CC2N(C2=CC=CC=C12)CCCO